trans-3-methoxy-3-methyl-1-(6-(2-methyl-2H-pyrazolo[3,4-b]pyridin-5-yl)thieno[2,3-b]pyridin-2-yl)cyclobutanol COC1(CC(C1)(O)C1=CC=2C(=NC(=CC2)C2=CC=3C(N=C2)=NN(C3)C)S1)C